(S)-1-(2-fluoro-5-hydroxybenzyl)-3,4-dimethyl-2-oxo-N-(2,4,6-trifluorobenzyl)-1,2,3,4-tetrahydroquinazoline-7-carboxamide FC1=C(CN2C(N([C@H](C3=CC=C(C=C23)C(=O)NCC2=C(C=C(C=C2F)F)F)C)C)=O)C=C(C=C1)O